FC(COC1=NC=CC(=C1)C1=NOC(=N1)[C@H](C)NC(=O)C1=CC(=NN1C)C(F)(F)F)F (S)-N-(1-(3-(2-(2,2-difluoroethoxy)pyridin-4-yl)-1,2,4-oxadiazol-5-yl)ethyl)-1-methyl-3-(trifluoromethyl)-1H-pyrazole-5-carboxamide